thiodiethylenebis[3-(3,5-di-t-butyl-4-hydroxyphenyl)propionate] S(CCC(C(=O)[O-])CC1=CC(=C(C(=C1)C(C)(C)C)O)C(C)(C)C)CCC(C(=O)[O-])CC1=CC(=C(C(=C1)C(C)(C)C)O)C(C)(C)C